FC1=CC=C(C=C1)C1=NC(=CC(=C1)C(C)(C)NC(OCC1=CC=CC=C1)=O)O[C@H]1[C@@H]2CNC[C@]12C |r| benzyl rac-(2-(2-(4-fluorophenyl)-6-(((1R,5S,6S)-1-methyl-3-azabicyclo[3.1.0]hexan-6-yl)oxy)pyridin-4-yl)propan-2-yl)carbamate